2-fluoro-8-azabicyclo[3.2.1]octane-8-carboxylic acid tert-butyl ester C(C)(C)(C)OC(=O)N1C2C(CCC1CC2)F